C(C)OCC[N+](C)(C)CCOCCOC N-(2-ethoxyethyl)-N-[2-(2-methoxyethoxy)ethyl]-N,N-dimethylammonium